7-(6-fluoroquinoline-4-yl)-N-(pyridine-2-yl)spiro[3.5]nonane-2-carboxamide FC=1C=C2C(=CC=NC2=CC1)C1CCC2(CC(C2)C(=O)NC2=NC=CC=C2)CC1